ClC1=C(C=C(CN2CC3(CC2)CCN(CC3)C(=O)N3N=C(C=C3)C(=O)O)C=C1)N1CCCC1 1-(2-(4-chloro-3-(pyrrolidin-1-yl)benzyl)-2,8-diazaspiro[4.5]decane-8-carbonyl)-1H-pyrazole-3-carboxylic acid